C1(CCCCC1)P(C1=C(C=CC=C1)C1=C(C=C(C=C1C(C)C)C(C)C)C(C)C)C1CCCCC1 dicyclohexyl[2',4',6'-tri(isopropyl)[1,1'-biphenyl]-2-yl]phosphine